7-(5-Fluoropyridin-2-yl)-N-(1-(6-methylpyridazin-3-yl)ethyl)-4-(tetrahydro-2H-pyran-4-yl)phthalazin-1-amin FC=1C=CC(=NC1)C1=CC=C2C(=NN=C(C2=C1)NC(C)C=1N=NC(=CC1)C)C1CCOCC1